rac-4-[4-amino-2-(N-(2-amino-1-methyl-2-oxo-ethyl)-4-chloro-3-fluoro-anilino)thiazole-5-carbonyl]-N-(2-methoxyethyl)benzamide NC=1N=C(SC1C(=O)C1=CC=C(C(=O)NCCOC)C=C1)N(C1=CC(=C(C=C1)Cl)F)[C@@H](C(=O)N)C |r|